C(CCCCCCCCCCCCCCCCCCC)(=O)[O-].[Na+] Sodium arachidate